(4-Fluoro-2-(4-methylisoxazol-3-yl)phenyl)isoindolin-1-one FC1=CC(=C(C=C1)N1C(C2=CC=CC=C2C1)=O)C1=NOC=C1C